C(C)N=C1C2=CC=CC=C2C=2C=CC=CC12 N-ethyl-9H-fluoren-9-imine